N-((5-chloro-1-(tetrahydro-2H-pyran-2-yl)-1H-indazol-6-yl)methyl)thiazol-4-amine ClC=1C=C2C=NN(C2=CC1CNC=1N=CSC1)C1OCCCC1